1-(2-{6-[3-Ethoxy-4-(3H-[1,2,3]triazol-4-yl)-phenyl]-pyrimidin-4-ylamino}-ethyl)-7-fluoro-4-methoxy-1H-indole-2-carbonitrile C(C)OC=1C=C(C=CC1C=1NN=NC1)C1=CC(=NC=N1)NCCN1C(=CC2=C(C=CC(=C12)F)OC)C#N